FC=1C(=CC=2C3=C(NC(C2C1)=O)COC[C@@H]3N(C(=O)N3CC1=CC=C(C=C1C3)C(F)(F)F)C)F (R)-N-(8,9-difluoro-6-oxo-1,4,5,6-tetrahydro-2H-pyrano[3,4-c]isoquinolin-1-yl)-N-methyl-5-(trifluoromethyl)isoindoline-2-carboxylic acid amide